CC=1C=C(C(=CC1)C(C)(C)C)O 3-methyl-6-tert-butylphenol